C(C)OF perfluoro ethyl ether